3,4-difluoro-5-nitrobenzenesulfonyl chloride FC=1C=C(C=C(C1F)[N+](=O)[O-])S(=O)(=O)Cl